2-(4-boronobutyl)piperidine-2-carboxylic acid B(O)(O)CCCCC1(NCCCC1)C(=O)O